azetidin-3-yl(4-(5-(trifluoromethyl)pyrimidin-2-yl)piperazin-1-yl)methanone hydrochloride Cl.N1CC(C1)C(=O)N1CCN(CC1)C1=NC=C(C=N1)C(F)(F)F